1,2,4,5-Tetramercaptobenzol SC1=C(C=C(C(=C1)S)S)S